2-(trans-2-(2,2,2-trifluoroethyl)octahydrocyclopenta[c]pyrrol-5-yl)ethan-1-ol FC(CN1CC2C(C1)CC(C2)CCO)(F)F